ClC=1C=C(OC(CO)C)C=CC1C=1N(C2=NC=NC(=C2N1)OC1(CC1)C)CC1=NC=CC(=C1)C 2-(3-chloro-4-(6-(1-methylcyclopropoxy)-9-((4-methylpyridin-2-yl)methyl)-9H-purin-8-yl)phenoxy)propan-1-ol